N-[(7S)-4-fluorobicyclo[4.2.0]octa-1,3,5-trien-7-yl]-N'-hydroxy-4-{[cis-3-(sulfamoylamino)cyclobutyl]oxy}-1,2,5-oxadiazole-3-carboximidamide FC1=CC=C2C[C@@H](C2=C1)NC(=NO)C1=NON=C1O[C@@H]1C[C@@H](C1)NS(N)(=O)=O